3-(3,5-difluoro-4-((2-(trifluoromethyl)pyridin-4-yl)oxy)phenethoxy)-4-methoxy-7,8-dihydro-1H,6H,9H-7,8a-methanopyrrolo[1',2':3,4]imidazo[1,2-c]pyrimidin-1-one FC=1C=C(CCOC=2C(=C3N(C(N2)=O)CC24N3CC(C2)C4)OC)C=C(C1OC1=CC(=NC=C1)C(F)(F)F)F